ClC=1C=C(C=CC1C(N(C)C)=O)N1CCC(CC1)N1CC2(C1)CCN(CC2)C(=O)OC(C)(C)C tert-butyl 2-(1-(3-chloro-4-(dimethylcarbamoyl)phenyl)piperidin-4-yl)-2,7-diazaspiro[3.5]nonane-7-carboxylate